diaminodiphenyl-methanesulfonamide NN(S(=O)(=O)C(C1=CC=CC=C1)C1=CC=CC=C1)N